N-[[2-(2-oxoimidazolidin-1-yl)ethoxy]methyl]acrylamide O=C1N(CCN1)CCOCNC(C=C)=O